C1(CC1)C=1C=C(C=CC1)C1=NC(=NC=C1F)N[C@@H]1CC[C@H](CC1)C(=O)N1CCC(CC1)CN1CCN(CC1)C1=C(C=C(NC2C(NC(CC2)=O)=O)C=C1)F trans-3-[4-[4-[[1-[4-[[4-(3-cyclopropylphenyl)-5-fluoro-pyrimidin-2-yl]amino]cyclohexanecarbonyl]-4-piperidyl]methyl]piperazin-1-yl]-3-fluoro-anilino]piperidine-2,6-dione